O1C(=CC=C1)CCO furanethanol